N=C(CCNC(=O)C1=CC(=CN1C)C1=C(C(=O)N)C=CC=N1)N1CCSCC1 (5-((3-imino-3-thiomorpholinopropyl)carbamoyl)-1-methyl-1H-pyrrol-3-yl)nicotinamide